1-(tert-butyl)-N-(2-(difluoromethyl)-4-(6-(3,6-dihydro-2H-pyran-4-yl)pyrrolo[2,1-f][1,2,4]triazin-4-yl)benzyl)-1H-pyrazole-4-carboxamide C(C)(C)(C)N1N=CC(=C1)C(=O)NCC1=C(C=C(C=C1)C1=NC=NN2C1=CC(=C2)C=2CCOCC2)C(F)F